N-[4-(phenylsulfonyloxy)phenyl]-N'-[4-(2-naphthalenesulfonyloxy)phenyl]urea C1(=CC=CC=C1)S(=O)(=O)OC1=CC=C(C=C1)NC(=O)NC1=CC=C(C=C1)OS(=O)(=O)C1=CC2=CC=CC=C2C=C1